bis(2-hydroxylethyl)ether OCCOCCO